2,6-dichloro-7-isopropyl-purine ClC1=NC(=C2N(C=NC2=N1)C(C)C)Cl